S1C(=NC2=C1C=CC=C2)NC(=O)C=2C=CC=C1CCN(CC21)C=2SC(=C(N2)C(=O)OC)CCCOC2=C(C=CC=C2F)CCCN(C)C(=O)OC(C)(C)C methyl 2-[8-(1,3-benzothiazol-2-ylcarbamoyl)-3,4-dihydro-1H-isoquinolin-2-yl]-5-[3-[2-[3-[tert-butoxycarbonyl(methyl)amino]propyl]-6-fluoro-phenoxy]propyl]thiazole-4-carboxylate